2-((1H-pyrrolo[2,3-b]pyridin-5-yl)oxy)-4-(4-(1-(prop-1-en-2-yl)-6,7,8,9-tetrahydro-5H-benzo[7]annulen-5-yl)piperazin-1-yl)benzoic acid N1C=CC=2C1=NC=C(C2)OC2=C(C(=O)O)C=CC(=C2)N2CCN(CC2)C2CCCCC1=C2C=CC=C1C(=C)C